1'-{2-[4-(3-methanesulfonyl-oxetan-3-yl)phenoxy]ethyl}-2-oxo-1,2-dihydrospiro[indole-3,4'-piperidine]-5-carbonitrile CS(=O)(=O)C1(COC1)C1=CC=C(OCCN2CCC3(CC2)C(NC2=CC=C(C=C23)C#N)=O)C=C1